(R)-4-(7-(4-chloro-1,3-Dimethyl-1H-pyrazol-5-yl)-2-(1H-pyrrolo[2,3-b]pyridin-4-yl)thieno[3,2-d]pyrimidin-4-yl)-3-methylmorpholine ClC=1C(=NN(C1C1=CSC2=C1N=C(N=C2N2[C@@H](COCC2)C)C2=C1C(=NC=C2)NC=C1)C)C